ClC1=C(C=CC(=C1)Cl)C1=CC=C2C(=N1)SC(=N2)NC(=O)C2=CN=NC=C2C2=C(C=CC=C2)OC N-(5-(2,4-dichlorophenyl)thiazolo[5,4-b]pyridin-2-yl)-5-(2-methoxyphenyl)pyridazine-4-carboxamide